4-(((tert-Butyldimethylsilyl)oxy)methyl)-2-(methylthio)pyrimidine [Si](C)(C)(C(C)(C)C)OCC1=NC(=NC=C1)SC